(2S)-2-[[(1R)-2-hydroxy-1-phenyl-ethyl]amino]-2-(1-methylcyclopropyl)acetonitrile OC[C@@H](C1=CC=CC=C1)N[C@H](C#N)C1(CC1)C